6-[5-[(1S)-1-(tert-Butoxycarbonylamino)ethyl]-1,2,4-triazol-1-yl]Pyrimidine-4-carboxylic acid methyl ester COC(=O)C1=NC=NC(=C1)N1N=CN=C1[C@H](C)NC(=O)OC(C)(C)C